O=C1NC(CCC1N1CC2=CC=C(C=C2C1=O)C1(CC1)NC(OCC1=CC=CC=C1)=O)=O benzyl (1-(2-(2,6-dioxopiperidin-3-yl)-3-oxoisoindolin-5-yl)cyclopropyl)carbamate